C(C)(C)(C)OC(=O)N1C(=C(C2=CC(=CC=C12)O)C(C)C)C=1C=C(C=2N(C1)N=CN2)C 5-hydroxy-3-isopropyl-2-(8-methyl-[1,2,4]triazolo[1,5-a]pyridin-6-yl)-1H-indole-1-carboxylic acid tert-butyl ester